C(C)N(C(C1=C(C=CC(=C1)F)C1=C2C=NN(C2=CC(=C1)C1CN(C1)[C@@H](CN1CCN(CC1)CCO)C(C)C)C)=O)C(C)C N-ethyl-5-fluoro-2-(6-{1-[(2R)-1-[4-(2-hydroxyethyl)piperazin-1-yl]-3-methylbutan-2-yl]azetidin-3-yl}-1-methyl-1H-indazol-4-yl)-N-(isopropyl)benzamide